[N+](=O)([O-])C1=CC=C(O[C@@H]2[C@H]([C@H]([C@@H]([C@H](O2)/C=C/P(OCC)(OCC)=O)O[Si](C)(C)C)O[Si](C)(C)C)O[Si](C)(C)C)C=C1 Diethyl ((E)-2-((2R,3R,4S,5S,6R)-6-(4-nitrophenoxy)-3,4,5-tris((trimethylsilyl)oxy)tetrahydro-2H-pyran-2-yl)vinyl)phosphonate